(S)-Tributyl(1-(3,5-dimethylphenyl)ethoxy)silane C(CCC)[Si](O[C@@H](C)C1=CC(=CC(=C1)C)C)(CCCC)CCCC